ClC1=CC=C(CN2N=C3C4=C(CCC3=C2)OC(=C4C)C(=O)NCC4=CN=CN4C)C=C1 2-(4-chlorobenzyl)-8-methyl-N-[(1-methyl-1H-imidazol-5-yl)methyl]-4,5-dihydro-2H-furo[2,3-g]indazole-7-carboxamide